1-(2-(2-(1-(2-hydroxy-2-methylpropyl)-1H-pyrazol-4-yl)-6-((4-methylpyridin-2-yl)amino)pyrimidin-4-yl)-2,7-diazaspiro[3.5]nonan-7-yl)ethan-1-one OC(CN1N=CC(=C1)C1=NC(=CC(=N1)N1CC2(C1)CCN(CC2)C(C)=O)NC2=NC=CC(=C2)C)(C)C